Nickel Cobalt Manganese Aluminum [Al].[Mn].[Co].[Ni]